tert-butyl 4-[2-[1-[8-[(2S)-2-methylazetidin-1-yl]-3-(trifluoromethyl) imidazo[1,2-a]pyrazin-6-yl]pyrazol-3-yl]acetyl]piperazine-1-carboxylate C[C@@H]1N(CC1)C=1C=2N(C=C(N1)N1N=C(C=C1)CC(=O)N1CCN(CC1)C(=O)OC(C)(C)C)C(=CN2)C(F)(F)F